BrCC1=NN(C2=C1CN(CC2)C(=O)OC(C)(C)C)C2=C(C=C(C=C2)C(C)C)C tert-butyl 3-(bromomethyl)-1-(4-isopropyl-2-methylphenyl)-1,4,6,7-tetrahydro-5H-pyrazolo[4,3-c]pyridine-5-carboxylate